3-cyano-6-methylpyridin C(#N)C=1C=NC(=CC1)C